2,2-dimethylbutanedioic anhydride CC1(C(=O)OC(C1)=O)C